1-{[1-(trifluoromethyl)cyclopropyl]carbonyl}-L-prolinamide FC(C1(CC1)C(=O)N1[C@@H](CCC1)C(=O)N)(F)F